OCCOC(CP(O)(O)=O)OCC 2-Hydroxyethoxy(ethoxy)ethyl-phosphonic acid